(R)-2-AMINO-3-CYANOPROPANOIC ACID N[C@@H](C(=O)O)CC#N